5-(3,5-dimethylisoxazol-4-yl)-3-fluoropyridin CC1=NOC(=C1C=1C=C(C=NC1)F)C